2-(6-(((1s,2s,3r,5r)-2-fluoro-8-azabicyclo[3.2.1]oct-3-yl)oxy)pyridazin-3-yl)-5-(1-methyl-1H-pyrazol-4-yl)phenol F[C@H]1[C@@H]2CC[C@H](C[C@H]1OC1=CC=C(N=N1)C1=C(C=C(C=C1)C=1C=NN(C1)C)O)N2